(S)-N-(1-Amino-3-hydroxy-1-oxopropan-2-yl)-5-((1,4-dimethyl-1H-pyrazol-5-yl)methoxy)-2-methylbenzofuran-3-carboxamide NC([C@H](CO)NC(=O)C1=C(OC2=C1C=C(C=C2)OCC2=C(C=NN2C)C)C)=O